Inositol Hexaphosphate O=P(O)(O)O[C@H]1[C@H](OP(=O)(O)O)[C@@H](OP(=O)(O)O)[C@H](OP(=O)(O)O)[C@@H](OP(=O)(O)O)[C@H]1OP(=O)(O)O